C1(=CCCC1)OC(COC(C=C)=O)OC1=CCCC1 acrylic dicyclopentenyloxyethyl ester